(7S)-4-(5-(5-fluoro-2-methoxypyridin-4-yl)-1H-pyrazole-3-carbonyl)-N-(3-(oxetan-3-yl)-3-azabicyclo[3.1.0]hexane-6-yl)-4-azaspiro[2.5]octane-7-carboxamide FC=1C(=CC(=NC1)OC)C1=CC(=NN1)C(=O)N1C2(CC2)C[C@H](CC1)C(=O)NC1C2CN(CC12)C1COC1